N1(C=NC=C1)C1=CC=CC(=N1)N1C(N(C2=C1C=CC=C2)CC2CCC(CC2)NC(C2=C(N=CC(=C2)Cl)C)=O)=O N-((1r,4r)-4-((3-(6-(1H-imidazol-1-yl)pyridin-2-yl)-2-oxo-2,3-dihydro-1H-benzo[d]imidazol-1-yl)methyl)cyclohexyl)-5-chloro-2-methyl-nicotinamide